tert-butyl 4-[1-[1-[(1S)-1-[(2S,4R)-4-hydroxy-2-(methylcarbamoyl)pyrrolidine-1-carbonyl]-2,2-dimethyl-propyl]triazol-4-yl]-1-methyl-ethyl]piperazine-1-carboxylate O[C@@H]1C[C@H](N(C1)C(=O)[C@H](C(C)(C)C)N1N=NC(=C1)C(C)(C)N1CCN(CC1)C(=O)OC(C)(C)C)C(NC)=O